(2-hydroxyethyl)triethyl-ammonium chloride [Cl-].OCC[N+](CC)(CC)CC